OCC(C)(C)[C@H]1OC(CCC(SCCNC(CCNC1=O)=O)=O)=O (R)-2-(1-hydroxy-2-methylpropan-2-yl)-1-oxa-11-thia-4,8-diazacyclopentadecane-3,7,12,15-tetraone